2-(((1r,4r)-4-((4-methoxy-5-(3-methyl-[1,2,4]triazolo[4,3-a]pyridin-6-yl)-7H-pyrrolo[2,3-d]pyrimidin-2-yl)amino)cyclohexyl)oxy)ethan-1-ol COC=1C2=C(N=C(N1)NC1CCC(CC1)OCCO)NC=C2C=2C=CC=1N(C2)C(=NN1)C